ClC=1C(=NC=CC1[C@H](CCC=C)N[S@@](=O)C(C)(C)C)F (S)-N-((S)-1-(3-chloro-2-fluoropyridin-4-yl)pent-4-en-1-yl)-2-methylpropan-2-sulfinamide